(S)-N-(3-(3-bromophenyl)-1-(methylamino)-1-oxopropan-2-yl)-1-(2-nitrobenzyl)-3-phenyl-1H-pyrazole-5-carboxamide BrC=1C=C(C=CC1)C[C@@H](C(=O)NC)NC(=O)C1=CC(=NN1CC1=C(C=CC=C1)[N+](=O)[O-])C1=CC=CC=C1